4-[3-(2,4-dioxohexahydropyrimidin-1-yl)-1-methyl-indazol-6-yl]-3,6-dihydro-2H-pyridine-1-carboxylic acid tert-butyl ester C(C)(C)(C)OC(=O)N1CCC(=CC1)C1=CC=C2C(=NN(C2=C1)C)N1C(NC(CC1)=O)=O